NC1=C(C=C(C=C1)C(F)(F)F)N1C(CCC1)=O 1-(2-amino-5-(trifluoromethyl)phenyl)pyrrolidin-2-one